CC1=C(C=CC=C1)[C@H]1OC1 (R)-(2-methylphenyl)-oxirane